ClC1=NC=CC=C1S(=O)(=O)NC=1SC(=C(N1)C1=C(C=CC=C1C)C)C1=CC(=CC(=C1)F)OCCC(C)(C)C 2-chloro-N-(5-(3-(3,3-dimethylbutoxy)-5-fluorophenyl)-4-(2,6-dimethylphenyl)thiazol-2-yl)pyridine-3-sulfonamide